N-(3-(2'-fluoro-[1,1'-biphenyl]-4-yl)propyl)-1H-pyrrole-3-carboxamide FC1=C(C=CC=C1)C1=CC=C(C=C1)CCCNC(=O)C1=CNC=C1